Br[C@@H]1[C@@H]2CC[C@H](C1)C2 (1R,2S,4S)-2-bromobicyclo[2.2.1]heptane